ClC1=C(C=C(C=C1)N1CCN(CC1)S(=O)(=O)CCNC(OC(C)(C)C)=O)[N+](=O)[O-] tert-Butyl 2-(4-(4-chloro-3-nitrophenyl)piperazin-1-ylsulfonyl)ethylcarbamate